(S)-2-amino-2-(4-chloro-3-(5-(difluoromethyl)-1H-1,2,4-triazol-1-yl)phenyl)ethan-1-ol trifluoroacetate FC(C(=O)O)(F)F.N[C@H](CO)C1=CC(=C(C=C1)Cl)N1N=CN=C1C(F)F